(3-methacryloxypropyl-2-hydroxypropoxy)propyl-bis(trimethylsiloxy)methyl-silane C(C(=C)C)(=O)OCCCCC(COCCC[SiH2]C(O[Si](C)(C)C)O[Si](C)(C)C)O